8-chloro-quinazolin-4(3H)-one ClC=1C=CC=C2C(NC=NC12)=O